(R,E)-N-(2-chloro-4-(3-(quinazolin-2-ylamino)pyrrolidine-1-carbonyl)phenyl)-4-(dimethylamino)but-2-enamide ClC1=C(C=CC(=C1)C(=O)N1C[C@@H](CC1)NC1=NC2=CC=CC=C2C=N1)NC(\C=C\CN(C)C)=O